N-(2-(N-(3-bromo-4-chlorophenyl)aminosulfonyl)-pyridin-4-yl)-2-oxo-2H-chromene-8-amide BrC=1C=C(C=CC1Cl)NS(=O)(=O)C1=NC=CC(=C1)NC(=O)C=1C=CC=C2C=CC(OC12)=O